(R)-N-(2-(4-(4-cyclopropylpiperazin-1-yl)piperidin-1-yl)-5-((6-(3-(3-(4-fluorobenzyl)-phenyl)isoxazolidin-2-yl)pyrimidin-4-yl)amino)-4-methoxyphenyl)acrylamide C1(CC1)N1CCN(CC1)C1CCN(CC1)C1=C(C=C(C(=C1)OC)NC1=NC=NC(=C1)N1OCC[C@@H]1C1=CC(=CC=C1)CC1=CC=C(C=C1)F)NC(C=C)=O